3-(2-fluoro-4-(trifluoromethyl)phenyl)quinolin FC1=C(C=CC(=C1)C(F)(F)F)C=1C=NC2=CC=CC=C2C1